C(C)OC(CN)=O Glycin-Ethylester